COC=1C=C2C(=C(C=NC2=CC1OC)S(=O)(=O)C1=CC=C(C=C1)OC)NC(CCN(CC)CC)C N3-(6,7-dimethoxy-3-((4-methoxyphenyl)sulfonyl)quinolin-4-yl)-N1,N1-diethylbutane-1,3-diamine